(E)- and (Z)-1,2,3,3,3-pentafluoro-1-(perfluoropropoxy)prop-1-ene FC(=C(C(F)(F)F)F)OC(C(C(F)(F)F)(F)F)(F)F